N-(2-(4,4-difluorocyclohexyl)-4-(2,5-difluorophenyl)pyridin-3-yl)-6-methyl-2,6-diazaspiro[3.3]heptane-2-carboxamide FC1(CCC(CC1)C1=NC=CC(=C1NC(=O)N1CC2(C1)CN(C2)C)C2=C(C=CC(=C2)F)F)F